4-(Cyclohexa-1,4-dien-1-yl)butanoic acid C1(=CCC=CC1)CCCC(=O)O